4-cyclohexyl-1-butanol C1(CCCCC1)CCCCO